6-(3,5-difluorophenoxy)-2,7-dimethylbenzo[d]isothiazol FC=1C=C(OC2=C(C3=C(CN(S3)C)C=C2)C)C=C(C1)F